N-(3-aminopropyl)-N,N-dimethyl-2,3-bis(dodecyloxy)-1-propylaminium bromide [Br-].NCCC[N+](C)(C)CC(COCCCCCCCCCCCC)OCCCCCCCCCCCC